BrCC1(CCC1)C 1-(bromomethyl)-1-methyl-cyclobutane